C/1(\C=2N(C=CN1)C=CC2)=C(/C=O)\C (Z)-2-(PYRROLO[1,2-A]PYRAZIN-1(2H)-YLIDENE)PROPANAL